N(C(=N)N)CCCCNC(OCC)=O Ethyl (4-guanidinobutyl)carbamate